2-amino-2-(2-methoxyphenyl)ethanol NC(CO)C1=C(C=CC=C1)OC